4-((1H-pyrrolo[2,3-b]pyridin-5-yl)oxy)tetrahydro-2H-thiopyran 1,1-dioxide N1C=CC=2C1=NC=C(C2)OC2CCS(CC2)(=O)=O